(2R)-2-(methoxymethyl)piperazine-1-carboxylic acid tert-butyl ester C(C)(C)(C)OC(=O)N1[C@H](CNCC1)COC